CC(C[C@@H](C(=O)N[C@H](C(=O)OC)C[C@H]1C(NCC1)=O)NC(=O)OC(CC1=CC=CC=C1)C(C)C)C methyl (2S)-2-((2S)-4-methyl-2-((((3-methyl-1-phenylbutan-2-yl)oxy)carbonyl)amino)pentanamido)-3-((S)-2-oxopyrrolidin-3-yl)propanoate